O=C1NC(CCC1N1C(C2=CC=C(C=C2C1=O)NCCCCCCN1N=CC(=C1)C1=NC2=C(C=CC=C2N=C1)N1CCN(CC1)C)=O)=O 2-(2,6-dioxopiperidin-3-yl)-5-((6-(4-(8-(4-methylpiperazin-1-yl)quinoxalin-2-yl)-1H-pyrazol-1-yl)hexyl)amino)isoindoline-1,3-dione